OC(C(C)C1=C(C=CCO1)CO)C 6-(3-hydroxy-2-butyl)-5-hydroxymethyl-2H-pyran